α-hydroxyglutarate OC(C(=O)[O-])CCC(=O)[O-]